Tert-butyl 5-(chlorosulfonyl)indoline-1-carboxylate ClS(=O)(=O)C=1C=C2CCN(C2=CC1)C(=O)OC(C)(C)C